FC(C(=O)O)(F)F.NC(C(=O)OCC)C1=C2N(C3=CC=C(C=C13)C)C[C@](CC2)(C2=CC=CC=C2)NC(C2=C(C=C(C=C2)N2C=NN=C2)Cl)=O ethyl 2-amino-2-((S)-7-(2-chloro-4-(4H-1,2,4-triazol-4-yl)benzamido)-2-methyl-7-phenyl-6,7,8,9-tetrahydropyrido[1,2-a]indol-10-yl)acetate 2,2,2-trifluoroacetate